1-(4-((1R,2S)-6-hydroxy-2-phenyl-1,2,3,4-tetrahydronaphthalene-1-yl)phenyl)piperidine-4-carbaldehyde OC=1C=C2CC[C@@H]([C@@H](C2=CC1)C1=CC=C(C=C1)N1CCC(CC1)C=O)C1=CC=CC=C1